zinc 6-decenate C(CCCCC=CCCC)(=O)[O-].[Zn+2].C(CCCCC=CCCC)(=O)[O-]